ClC=1C(=CC2=C(C[C@](O2)(C2=CC=CC=C2)CN[C@@H]2CC[C@H](CC2)O)C1C1=C(C(=O)N)C=CC(=C1F)OC(F)F)F 2-((2s,4s)-5-chloro-6-fluoro-2-((((trans)-4-hydroxycyclohexyl)amino)methyl)-2-phenyl-2,3-dihydrobenzofuran-4-yl)-4-(difluoromethoxy)-3-fluorobenzamide